[1-(4-fluorophenyl)-2-methylpropan-2-yl]-2-(pyridin-4-yl)pyrido[3,4-d]pyrimidin-4-amine FC1=CC=C(C=C1)CC(C)(C)C1=CN=CC=2N=C(N=C(C21)N)C2=CC=NC=C2